NC=1SC(=NN1)C1=CC=C(C=C1)Cl 2-amino-5-p-chlorophenyl-1,3,4-thiadiazole